(±)-1-[1,4']Bipiperidinyl-1'-yl-4-[4-(8-fluoro-2-oxo-1,4-dihydro-2H-quinazolin-3-yl)-piperidin-1-yl]-2-(7-methyl-1H-indazol-5-ylmethyl)-butane N1(CCCCC1)C1CCN(CC1)C[C@@H](CCN1CCC(CC1)N1C(NC2=C(C=CC=C2C1)F)=O)CC=1C=C2C=NNC2=C(C1)C |r|